C(C)C1CC=NC2=CC=CC=C12 4-ethyl-3,4-dihydroquinolin